C1=CC=C(C=C1)S(=O)(=O)NC2=CC(=CC=C2)Br N-(3-bromophenyl)benzenesulfonamide